4-methyl-1-piperazinesulfonate CN1CCN(CC1)S(=O)(=O)[O-]